C(N)(=N)C=1C=C(SC1)CNC(=O)[C@H]1N([C@H]2C[C@]2(C1)C)C(CNC(=O)C1=CC=C(C=C1)OC=1C=NC=CC1)=O (1S,3S,5S)-N-[(4-carbamimidoylthiophen-2-yl)methyl]-5-methyl-2-(2-{[4-(pyridin-3-yloxy)phenyl]formamido}acetyl)-2-azabicyclo[3.1.0]hexane-3-carboxamide